C(C)OC(C1=CN=NN1CCN)OCC 2-(5-(Diethoxymethyl)-1H-1,2,3-triazol-1-yl)ethan-1-amine